2-(2-(4-amino-1H-pyrazolo[3,4-d]pyrimidin-1-yl)acetyl)-N-(6-bromopyridin-2-yl)-2-azabicyclo[3.1.0]hexane-3-carboxamide NC1=C2C(=NC=N1)N(N=C2)CC(=O)N2C1CC1CC2C(=O)NC2=NC(=CC=C2)Br